CC1(OB(OC1(C)C)C1=C(SC=C1)C)C 4,4,5,5-tetramethyl-2-(2-methylthiophen-3-yl)-1,3,2-dioxaborolane